3-(4-(2-chloro-5-fluoropyrimidin-4-yl)pyridin-2-yl)-1,3-oxazinan-2-one ClC1=NC=C(C(=N1)C1=CC(=NC=C1)N1C(OCCC1)=O)F